2-(8-([1,2,4]triazolo[1,5-c]pyrimidin-5-yl)-1-(4-methoxybenzyl)-2-oxo-1,3,8-triazaspiro[4.5]decan-3-yl)-N-(4-(trifluoromethyl)phenyl)acetamide N=1C=NN2C(=NC=CC21)N2CCC1(CN(C(N1CC1=CC=C(C=C1)OC)=O)CC(=O)NC1=CC=C(C=C1)C(F)(F)F)CC2